2-(3-(3,4-dihydroisoquinolin-2(1H)-yl)-2-hydroxypropyl)-6-(2-methoxy-7-azaspiro[3.5]nonane-7-carbonyl)-3,4-dihydroisoquinolin-1(2H)-one C1N(CCC2=CC=CC=C12)CC(CN1C(C2=CC=C(C=C2CC1)C(=O)N1CCC2(CC(C2)OC)CC1)=O)O